ClC1=C2C(=CNC2=C(C=C1)N1CCC(CC1)C1=NC=C(N=C1)N1CCC(CC1)CN1CCN(CC1)C=1C=C2CN(C(C2=CC1)=O)C1C(NC(CC1)=O)=O)C#N 4-Chloro-7-(4-{5-[4-({4-[2-(2,6-dioxopiperidin-3-yl)-1-oxo-2,3-dihydro-1H-isoindol-5-yl]piperazin-1-yl}methyl)piperidin-1-yl]pyrazin-2-yl}piperidin-1-yl)-1H-indole-3-carbonitrile